Dihydroquinolizinone C1(CCCN2CC=CC=C12)=O